ClC1=NC(=NC2=C1N(C=1C=CC(=CC21)CN(C)C)CC(F)(F)F)CC(=O)OC Methyl 2-[4-chloro-8-[(dimethylamino)methyl]-5-(2,2,2-trifluoroethyl)pyrimido[5,4-b]indol-2-yl]acetate